3-(3-cyclopropyl-5-methylphenyl)-N-methylcyclobutan-1-amine C1(CC1)C=1C=C(C=C(C1)C)C1CC(C1)NC